2-(2-ethoxy-3-pyridinyl)-5-isopropyl-N-[(2-methoxy-3-pyridinyl)methyl]-7-methyl-imidazo[1,5-b]pyridazin-4-amine C(C)OC1=NC=CC=C1C=1C=C(C=2N(N1)C(=NC2C(C)C)C)NCC=2C(=NC=CC2)OC